C1(=C(C=CC=C1)NC(C(=O)NC1=C(C=CC=C1)C1=CC=CC=C1)=O)C1=CC=CC=C1 N,N'-bis([1,1'-biphenyl]-2-yl)ethanediamide